((8-((2,2'-dichloro-3'-((Z)-2-fluoro-2-(7-((R)-2-hydroxypropyl)-5,6,7,8-tetrahydro-2,7-naphthyridin-3-yl)vinyl)-[1,1'-biphenyl]-3-yl)amino)-1,7-naphthyridin-3-yl)methyl)-D-serine ClC1=C(C=CC=C1NC=1N=CC=C2C=C(C=NC12)CN[C@H](CO)C(=O)O)C1=C(C(=CC=C1)\C=C(\C=1N=CC=2CN(CCC2C1)C[C@@H](C)O)/F)Cl